C(C1=CC=CC=C1)N1N=CC(=C1C)C(CN1C(C=C(C=C1)C=C)=O)=O 1-(2-(1-benzyl-5-methyl-1H-pyrazol-4-yl)-2-oxoethyl)-4-vinylpyridin-2(1H)-one